7-(1-Benzylpiperidin-3-yl)pyrazolo[1,5-a]pyrimidin C(C1=CC=CC=C1)N1CC(CCC1)C1=CC=NC=2N1N=CC2